FC(CN1C(=NC2=C1C=C(C=C2)C=2C(=CN1N=C(N=C(C12)OC)N[C@H]1[C@@H](CN(CC1)CCOC)F)F)C)F 5-(1-(2,2-difluoroethyl)-2-methyl-1H-benzo[d]imidazol-6-yl)-6-fluoro-N-((3R,4R)-3-fluoro-1-(2-methoxyethyl)piperidin-4-yl)-4-methoxypyrrolo[2,1-f][1,2,4]triazin-2-amine